2-(4-((4-((3-chloro-4-fluorophenyl)amino)-7-methoxyquinazolin-6-yl)oxy)piperidin-1-yl)-N-(2-((2-(2,6-dioxopiperidin-3-yl)-1-oxoisoindolin-4-yl)thio)ethyl)acetamide ClC=1C=C(C=CC1F)NC1=NC=NC2=CC(=C(C=C12)OC1CCN(CC1)CC(=O)NCCSC1=C2CN(C(C2=CC=C1)=O)C1C(NC(CC1)=O)=O)OC